5-AMINO-2-FLUOROPHENYLBORONIC ACID NC=1C=CC(=C(C1)B(O)O)F